Diethyl-din-butoxysilan C(C)[Si](OCCCC)(OCCCC)CC